N-{4-[(3-chloro-4-fluorophenyl)amino]-7-methoxyquinazolin-6-yl}-4-(piperidin-1-yl)-2-butenamide ClC=1C=C(C=CC1F)NC1=NC=NC2=CC(=C(C=C12)NC(C=CCN1CCCCC1)=O)OC